N-(1-((2R,3R,4R,5R)-3-((tert-butyldimethylsilyl)oxy)-5-(((tert-butyldimethylsilyl)oxy)methyl)-4-(fluoromethoxy)tetrahydrofuran-2-yl)-2-oxo-1,2-dihydropyrimidin-4-yl)benzamide [Si](C)(C)(C(C)(C)C)O[C@H]1[C@@H](O[C@@H]([C@H]1OCF)CO[Si](C)(C)C(C)(C)C)N1C(N=C(C=C1)NC(C1=CC=CC=C1)=O)=O